O\N=C\1/C2=C(C=CC=C2CC12CCN(CC2)C(=O)OCCCC)OC butyl (Z)-1-(hydroxyimino)-7-methoxy-1,3-dihydrospiro[indene-2,4'-piperidine]-1'-carboxylate